(±)-trans-N-(8-chloro-6-(4-methyl-2-oxooxazol-3(2H)-yl)isoquinolin-3-yl)-2-cyanocyclopropanecarboxamide ClC=1C=C(C=C2C=C(N=CC12)NC(=O)[C@H]1[C@@H](C1)C#N)N1C(OC=C1C)=O |r|